Natrium 3-(4'-Acetylbiphenyl-3-yl)-3-(3-(1,5-dimethyl-4-oxido-2-oxo-1,2-dihydropyridin-3-yl)ureido)propanoat C(C)(=O)C1=CC=C(C=C1)C1=CC(=CC=C1)C(CC(=O)[O-])NC(=O)NC=1C(N(C=C(C1[O-])C)C)=O.[Na+].[Na+]